ClC=1C=CC=C2C=C(NC12)C(=O)N1[C@@H]2CC([C@H]([C@@H]1C(=O)N[C@H](C[C@@H]1C(NCC1)=O)\C=C(/S(=O)(=O)C)\F)CC2)(F)F (1S,3R,4S)-2-(7-chloro-1H-indole-2-carbonyl)-5,5-difluoro-N-((R,Z)-4-fluoro-4-(methylsulfonyl)-1-((R)-2-oxopyrrolidin-3-yl)but-3-en-2-yl)-2-azabicyclo[2.2.2]octane-3-carboxamide